C(C)(C)(C)OC(=O)N1C(C2CCC2C1)C(=O)O (Rac)-3-(tert-butoxycarbonyl)-3-azabicyclo[3.2.0]heptane-2-carboxylic acid